[3-[(4-chloro-2-fluoro-phenyl)methoxy]azetidin-1-yl]-[6-(4-cyclopropylimidazol-1-yl)-2-azaspiro[3.3]heptan-2-yl]methanone ClC1=CC(=C(C=C1)COC1CN(C1)C(=O)N1CC2(C1)CC(C2)N2C=NC(=C2)C2CC2)F